tert-butyl ((trans)-2-(2,3-dihydrobenzo[b][1,4]dioxin-6-yl)-5-oxopyrrolidin-3-yl)carbamate O1C2=C(OCC1)C=C(C=C2)[C@@H]2NC(C[C@H]2NC(OC(C)(C)C)=O)=O